(R)-7-(5-chloro-2-(isoxazol-3-yl-amino)pyridine-4-yl)-2-(5-fluoro-2-(hydroxyethyl)benzyl)-3-(methoxymethyl)-3,4-dihydropyrrolo[1,2-a]pyrazine-1(2H)-one ClC=1C(=CC(=NC1)NC1=NOC=C1)C=1C=C2N(C[C@@H](N(C2=O)CC2=C(C=CC(=C2)F)CCO)COC)C1